COC1=C(C(=CC(=C1)C)C)C1=CC=C2C(=CC(=NC2=N1)C1CNCCC1)O 7-(2-methoxy-4,6-dimethyl-phenyl)-2-(3-piperidyl)-1,8-naphthyridin-4-ol